(2S,4R)-1-[(2S)-2-(4-cyclopropyltriazol-1-yl)-3,3-dimethyl-butanoyl]-4-hydroxy-N-(5-methyl-6,7-dihydro-5H-pyrrolo[1,2-b][1,2,4]triazol-7-yl)pyrrolidine-2-carboxamide C1(CC1)C=1N=NN(C1)[C@H](C(=O)N1[C@@H](C[C@H](C1)O)C(=O)NC1CC(N2N=CN=C21)C)C(C)(C)C